BrC1=CC=C(C=C1)C1=NC(=NO1)C1N(CCC1)C#N (5-(4-Bromophenyl)-1,2,4-oxadiazol-3-yl)pyrrolidine-1-carbonitrile